C(C)(C)(C)OC(=O)N1C[C@@H](CC1)N1N=CC(=C1)N (R)-3-(4-amino-1H-pyrazol-1-yl)pyrrolidine-1-carboxylic acid tert-butyl ester